(R)-2-amino-3-(3-fluoro-5-(5-isopropylisothiazol-4-yl)benzamido)propanoic acid N[C@@H](C(=O)O)CNC(C1=CC(=CC(=C1)C=1C=NSC1C(C)C)F)=O